3-(3-([1,1'-biphenyl]-3-yl)acryloyl)-4-isopropyloxazolidin-2-one C1(=CC(=CC=C1)C=CC(=O)N1C(OCC1C(C)C)=O)C1=CC=CC=C1